tert-butyl ((3-(1-(1,1-difluoroethyl)cyclopropyl)-1H-1,2,4-triazol-5-yl)methyl)carbamate FC(C)(F)C1(CC1)C1=NNC(=N1)CNC(OC(C)(C)C)=O